(E)-N'-(3,5-dimethoxybenzylidene)-6-(4-methoxy-2-methylphenyl)pyrazine-2-carbohydrazide COC=1C=C(\C=N\NC(=O)C2=NC(=CN=C2)C2=C(C=C(C=C2)OC)C)C=C(C1)OC